(2,4-di-tert-butylphenyl) 4,4'-biphenyldiphosphonite C1(=CC=C(C=C1)P(OC1=C(C=C(C=C1)C(C)(C)C)C(C)(C)C)[O-])C1=CC=C(C=C1)P([O-])[O-]